N-{5-[(3,4-dimethoxybenzyl)carbamoyl]-2-methylphenyl}-1-methyl-1H-imidazole-5-carboxamide COC=1C=C(CNC(=O)C=2C=CC(=C(C2)NC(=O)C2=CN=CN2C)C)C=CC1OC